OC1CN(C1)C(=O)O[C@@H]1CC[C@H](CC1)C(N(C1=CC(=CC=C1)C=1N=C(OC1)C(C)C)C[C@@H]1CC[C@H](CC1)C1=NC(=C(C=C1)OC)C#N)=O trans-4-(((trans-4-(6-Cyano-5-methoxypyridin-2-yl)cyclohexyl)methyl)(3-(2-isopropyloxazol-4-yl)phenyl)carbamoyl)cyclohexyl 3-hydroxyazetidine-1-carboxylate